FC(C=1C=NC(=NC1)N1CCN(CC1)C(=O)C12OCC(C1)(C2)NC(OC(C)(C)C)=O)(F)F tert-butyl N-[1-[4-[5-(trifluoromethyl)pyrimidin-2-yl]piperazine-1-carbonyl]-2-oxabicyclo[2.1.1]hexan-4-yl]carbamate